(4R,10bS)-8-[(2S)-2-(methoxymethyl)piperazin-1-yl]-4-methyl-3,4,6,10b-tetrahydro-1H-pyrazino[2,1-a]isoindol COC[C@H]1N(CCNC1)C=1C=C2CN3[C@@H](C2=CC1)CNC[C@H]3C